Methyl-(2-methylphenyl)silane C[SiH2]C1=C(C=CC=C1)C